CC(C)C[C@H]1C(=O)N2CCC[C@H]2[C@]3(N1C(=O)[C@](O3)(C(C)C)NC(=O)[C@@H]4C[C@H]5[C@@H](CC6=CNC7=CC=CC5=C67)N(C4)C)O The molecule is alpha-Ergocryptine in which a single bond replaces the double bond between positions 9 and 10. It derives from an alpha-ergocryptine. It derives from a hydride of an ergotaman.